C(CCCCC)OC(CCC(=O)OCCCCCC(CCCCCOC(CCC(OCCCCCC)OCCCCCC)=O)N(CC1CCN(CC1)C)C(=O)Cl)OCCCCCC 6-((chlorocarbonyl)((1-methylpiperidin-4-yl)methyl)amino)undecane-1,11-diyl bis(4,4-bis(hexyloxy)butanoate)